C1(CCCCC1)CCNCC1=C(C=CC=C1)O 2-((2-cyclohexylethylamino)methyl)phenol